(5s,7r,8r,9s,10r)-7-(hydroxymethyl)-10-((4-(2-methyl-2H-tetrazol-5-yl)benzyl)oxy)-9-(4-(3,4,5-trifluorophenyl)-1H-1,2,3-triazol-1-yl)-1,6-dioxaspiro[4.5]decan-8-ol OC[C@H]1O[C@@]2(CCCO2)[C@@H]([C@H]([C@H]1O)N1N=NC(=C1)C1=CC(=C(C(=C1)F)F)F)OCC1=CC=C(C=C1)C=1N=NN(N1)C